C1(CC1)NC(C1=C(C=C(C=C1OC)C1=CN=C2N1C=CC(=C2)OCCO)OC(F)F)=O N-cyclopropyl-2-(difluoromethoxy)-4-[7-(2-hydroxyethoxy)imidazo[1,2-a]pyridin-3-yl]-6-methoxy-benzamide